COCCN1C=C(C=2C(N(C=CC21)C(C(F)(F)F)C)=O)[N+](=O)[O-] 1-(2-Methoxyethyl)-3-nitro-5-(1,1,1-trifluoropropan-2-yl)-1,5-dihydro-4H-pyrrolo[3,2-c]pyridin-4-one